ClC1=CCN(S1)C(C)(C)CC(C)(C)C 5-chloro-2-t-octyl-4-isothiazoline